1,1,1-trifluoro-2-butanol FC(C(CC)O)(F)F